N,N'-1,2-ethylenebis(12-hydroxyoctadecanamide) C(CNC(CCCCCCCCCCC(CCCCCC)O)=O)NC(CCCCCCCCCCC(CCCCCC)O)=O